(S)-3-(4-(6-(3,4-dimethylphenyl)-2-hydroxypyridin-3-yl)-1H-1,2,3-triazol-1-yl)-2,3-dihydrothiophene 1,1-dioxide hydrochloride Cl.CC=1C=C(C=CC1C)C1=CC=C(C(=N1)O)C=1N=NN(C1)[C@@H]1CS(C=C1)(=O)=O